C(=O)(OCC1C2=CC=CC=C2C2=CC=CC=C12)N[C@@H](CCCCNC(=O)OC(C)(C)C)C(=O)O N-Fmoc-N'-Boc-L-lysine